ClC1=NC(=NC=C1Cl)C1=CC=NC=C1 4,5-dichloro-2-(pyridin-4-yl)-pyrimidine